tris(5-methyl-2,4-hexanedione) iron [Fe].CC(C(CC(C)=O)=O)C.CC(C(CC(C)=O)=O)C.CC(C(CC(C)=O)=O)C